(R)-Ethyl 2-((R)-1-((tert-butoxycarbonyl)amino)propan-2-yl)-5-(4-chloro-3-cyanobenzoyl)-6-methyl-4,5,6,7-tetrahydro-2H-pyrazolo[4,3-c]pyridine-3-carboxylate C(C)(C)(C)OC(=O)NC[C@@H](C)N1N=C2C(CN([C@@H](C2)C)C(C2=CC(=C(C=C2)Cl)C#N)=O)=C1C(=O)OCC